C(C)(=O)C1=C2CCC(C2=CC(=C1)C(C)(C)C)(C)C 4-Acetyl-6-tertiarybutyl-1,1-dimethylindan